5-(5-chloro-2-methoxy-phenyl)-3-[1-(2,6-dichloro-3-fluoro-phenyl)-ethoxy]-pyridin-2-ylamine ClC=1C=CC(=C(C1)C=1C=C(C(=NC1)N)OC(C)C1=C(C(=CC=C1Cl)F)Cl)OC